N[C@@H](CC1=CC(I)=C(C(I)=C1)OC1=CC(I)=C(C(I)=C1)O)C(=O)O trans-thyroxin